ClC1=CC2=C(N(CCCC2NCCN2CCN(CC2)C)C(=O)C2=C(C=C(C=C2)NC(C2=C(C=CC=C2)C)=O)C)C=C1 N-(4-(7-chloro-5-((2-(4-methylpiperazin-1-yl)ethyl)amino)-2,3,4,5-tetrahydro-1H-benzo[b]azepine-1-carbonyl)-3-methylphenyl)-2-methylbenzamide